N-(3-(7-((3S,4S)-4-amino-3-methyl-2-oxa-8-azaspiro[4.5]decan-8-yl)-2,4-dioxa-1,2-dihydropteridin-3(4H)-yl)-2-chlorophenyl)pyrazine-2-carboxamide N[C@@H]1[C@@H](OCC12CCN(CC2)C2=CN=C1ON(ONC1=N2)C=2C(=C(C=CC2)NC(=O)C2=NC=CN=C2)Cl)C